trans-1-(3-phenylcyclobutyl)-4-((6-phenylpyridin-3-yl)methyl)piperazine-2,3-dione C1(=CC=CC=C1)[C@@H]1C[C@H](C1)N1C(C(N(CC1)CC=1C=NC(=CC1)C1=CC=CC=C1)=O)=O